NC1=C(C(=NC(=C1Cl)N1C=C(C2=CC=CC=C12)C1=CC=C(C=C1)F)C(=O)O)Cl 4-amino-3,5-dichloro-6-(3-(4-fluorophenyl)-1H-indol-1-yl)picolinic acid